NC(C(=O)O)CC=1C2=C(SC1)C=CC=C2 2-amino-3-(benzo[b]thiophen-3-yl)propanoic acid